2-[2-[2-(2-hydroxyethoxy)ethoxy]ethylamino]-8-methyl-7-oxopyrido[2,3-d]pyrimidine OCCOCCOCCNC=1N=CC2=C(N1)N(C(C=C2)=O)C